C(C1=CC=CC=C1)(=O)C1=CC(=CC=2N1C=CN2)C(=O)OC methyl 5-benzoylimidazo[1,2-a]pyridine-7-carboxylate